FC1(CCC2=C1N=C(N=C2N2CC(CC2)CC(=O)OC)N2[C@H]([C@H](C2)F)C)F methyl 2-(1-(7,7-difluoro-2-((2S,3S)-3-fluoro-2-methylazetidin-1-yl)-6,7-dihydro-5H-cyclopenta[d]pyrimidin-4-yl)pyrrolidin-3-yl)acetate